tert-butyl (4-(4-aminopyrrolo[2,1-f][1,2,4]triazin-7-yl)cyclohex-3-en-1-yl)carbamate NC1=NC=NN2C1=CC=C2C2=CCC(CC2)NC(OC(C)(C)C)=O